2-aminoethyl-3-aminopropyl-trimethoxy-silane NCCCO[Si](OC)(OC)CCCN